2-(2-chlorophenyl)-5-methoxy-4-(benzenesulfonyl)oxazole ClC1=C(C=CC=C1)C=1OC(=C(N1)S(=O)(=O)C1=CC=CC=C1)OC